tert-butyl 4-[2-[5-[1-(1-methyl-2-oxo-3,4-dihydroquinolin-6-yl)-3,4-dihydro-2H-1,7-naphthyridin-6-yl]-2-pyridyl]ethyl]piperidine-1-carboxylate CN1C(CCC2=CC(=CC=C12)N1CCCC2=CC(=NC=C12)C=1C=CC(=NC1)CCC1CCN(CC1)C(=O)OC(C)(C)C)=O